2-fluoro-4-methyl-5-(((trifluoromethyl)sulfonyl)oxy)benzoic acid FC1=C(C(=O)O)C=C(C(=C1)C)OS(=O)(=O)C(F)(F)F